C(CCCCCCCCCCC=CC)(=O)O 12-tetradecenoic acid